6-(4-(3,6-Diazabicyclo[3.1.1]heptane-3-carbonyl)benzyl)-2-amino-4-(butylamino)pyridine C12CN(CC(N1)C2)C(=O)C2=CC=C(CC1=CC(=CC(=N1)N)NCCCC)C=C2